2-dicyclohexylphosphino-2',4',6'-tri-i-propyl-1,1'-biphenyl CC(C)C1=CC(=C(C(=C1)C(C)C)C2=CC=CC=C2P(C3CCCCC3)C4CCCCC4)C(C)C